ClC1=C(C=CC=C1Cl)SC=1C=2N(C(=NC1)N1CCC(CC1)N)C=NN2 1-(8-((2,3-dichlorophenyl)thio)-[1,2,4]triazolo[4,3-c]pyrimidin-5-yl)piperidin-4-amine